CC1=C(C=C(C=N1)CNCC[C@]1(CCOC2(CCCC2)C1)C1=NC=CC=C1)C(F)(F)F {[6-methyl-5-(trifluoromethyl)pyridin-3-yl]methyl}({2-[(9R)-9-(pyridin-2-yl)-6-oxaspiro[4.5]decan-9-yl]ethyl})amine